C(C1=CC=CC=C1)N(CC(=O)C1=CC(CC=C1)Cl)C 2-(benzyl(methyl)amino)-1-(3-chlorocyclohexa-1,5-dien-1-yl)ethan-1-one